FC(C(=O)O)(F)F.NC=1C=2N(C=C(N1)C(F)(F)F)C(=CN2)C=2C=C(C=CC2C)S(=O)(=O)NC21CC(C2)(C1)N1CCOCC1 3-(8-Amino-6-(trifluoromethyl)imidazo[1,2-a]pyrazin-3-yl)-4-methyl-N-(3-morpholinobicyclo[1.1.1]pentan-1-yl)benzenesulfonamide trifluoroacetate salt